BrC1=CC2=C(C=C1)C1=C(C(N(C1)C1C(NC(CC1)=O)=O)=O)O2 3-(6-bromo-3-oxo-1H-benzofuro[2,3-c]pyrrol-2(3H)-yl)piperidine-2,6-dione